ClC=1N=CC=C2C1N(C(=C2C)C(=O)NC21CC(C2)(C1)F)C 7-chloro-N-{3-fluorobicyclo[1.1.1]pentan-1-yl}-1,3-dimethylpyrrolo[2,3-c]pyridine-2-carboxamide